3-(3-methoxyphenyl)thieno[3',2':4,5]benzo[1,2-d]isoxazole-4,8-dione COC=1C=C(C=CC1)C1=NOC2=C1C(C1=C(C2=O)C=CS1)=O